(1S,3S)-3-Acetyl-1,2,3,4,6,11-hexahydro-3,5,12-trihydroxy-6,11-dioxo-1-naphthacenyl 3-amino-2,3,6-trideoxy-alpha-L-lyxohexopyranoside hydrochloride Cl.N[C@H]1C[C@H](O[C@H]2C[C@](CC3=C(C=4C(C5=CC=CC=C5C(C4C(=C23)O)=O)=O)O)(O)C(C)=O)O[C@H]([C@H]1O)C